C(#N)C1=C(N=C(S1)N(C1=C(OC=2C1=NC(=CC2)N2CCN(CC2)C(=O)OC(C)(C)C)CC)CC)C2=CC=C(C=C2)F tert-butyl 4-(3-((5-cyano-4-(4-fluorophenyl)thiazol-2-yl)(ethyl)amino)-2-ethylfuro[3,2-b]pyridin-5-yl)piperazine-1-carboxylate